C(CCC)[B-](CCCC)(CCCC)CCCC.N12CCCN=C2CCC1 1,5-diazabicyclo-[4.3.0]non-5-ene tetrabutyl-borate